[Na+].[Na+].[Na]OS(=O)(=O)N(CCCCCCN(S(=O)(=O)[O-])S(=O)(=O)[O-])S(=O)(=O)O[Na] N-[6-[Bis(sodiooxysulfonyl)amino]hexyl]imidodisulfuric acid disodium salt